benzyl 3-(methylsulfonyloxymethyl)pyrrolidine-1-carboxylate CS(=O)(=O)OCC1CN(CC1)C(=O)OCC1=CC=CC=C1